BrC1=C(C=CC(=C1)F)C(C)N1C[C@@H](N(C[C@H]1CC)C=1C=2C(N(C(C1)=O)C)=CN(N2)CC#N)CC (7-((2S,5R)-4-(1-(2-bromo-4-fluorophenyl)ethyl)-2,5-diethylpiperazin-1-yl)-4-methyl-5-oxo-4,5-dihydro-2H-pyrazolo[4,3-b]pyridin-2-yl)acetonitrile